F[C@H]1[C@H](C1)C(=O)NC=1N=CC2=CC(=NC=C2C1)C=1C=NC(=CC1C)\C(\CC)=N/O (1R,2R)-2-fluoro-N-(7-(6-((Z)-1-(hydroxyimino)propyl)-4-methylpyridin-3-yl)-2,6-naphthyridin-3-yl)cyclopropane-1-carboxamide